(4,6,7-trifluoro-1-tetrahydropyran-2-yl-indazol-5-yl)boronic acid FC1=C2C=NN(C2=C(C(=C1B(O)O)F)F)C1OCCCC1